NC1=CC=C(C=2CCOC21)C=C 7-amino-4-vinyl-2,3-dihydrobenzofuran